CN1C=NC2=C1C=NC(=C2)C(F)(F)F 3-methyl-6-(trifluoromethyl)imidazo-[4,5-c]Pyridine